C(C)C=1C(=CC2=C(N(C(N2)=O)[C@H]2CN(CCC2)C(C)C)C1)C=1C=C(C=2N(C1)N=CN2)OC (R)-6-Ethyl-1-(1-isopropylpiperidin-3-yl)-5-(8-methoxy-[1,2,4]triazolo[1,5-a]pyridin-6-yl)-1,3-dihydro-2H-benzo[d]imidazol-2-on